C1(=CC=CC2=CC=CC=C12)N1C(=C(C(=C1)C1=CC=CC=C1)C1=NC=CC=C1)CC1=CC=CC=C1 N-(1-naphthyl)-3-(2-pyridyl)-2-benzyl-4-phenylpyrrole